ClC=1C(=C(NC=2C3=C(N=CN2)C=CC(=N3)C32CN(CCC2C3)C(=O)OCC3=CC=CC=C3)C=CC1)F benzyl 1-[4-(3-chloro-2-fluoro-anilino)pyrido[3,2-d]pyrimidin-6-yl]-3-azabicyclo[4.1.0]heptane-3-carboxylate